OCC1NCCN(CC1)C=1C(=C(C(=CC1)S(=O)(=O)N[C@H]1CNCC1)S(=O)(=O)N)C=1N=NNN1 4-(5-(Hydroxymethyl)-1,4-diazepan-1-yl)-N1-((R)-pyrrolidin-3-yl)-3-(2H-tetrazol-5-yl)benzene-1,2-disulfonamide